5-cyclopropyl-2-(4-{[(3R)-1-ethylpiperidin-3-yl]amino}-8-fluoropyrrolo[1,2-d][1,2,4]triazin-1-yl)phenol C1(CC1)C=1C=CC(=C(C1)O)C=1C=2N(C(=NN1)N[C@H]1CN(CCC1)CC)C=CC2F